2,2',2''-(10-((2R,3S)-1,3,4-trihydroxybutane-2-yl)-1,4,7,10-tetraazacyclododecane-1,4,7-triyl)triacetate OC[C@H]([C@@H](CO)O)N1CCN(CCN(CCN(CC1)CC(=O)[O-])CC(=O)[O-])CC(=O)[O-]